BrC=1C=C2C(=C(NC2=CC1)\C=C\C1=CC=CC=C1)C1=CC=CC=C1 (E)-5-bromo-3-phenyl-2-styryl-1H-indole